2-[(2S)-4-[7-(8-chloro-1-naphthyl)-2-[[(2S)-1-methylpyrrolidin-2-yl]-methoxy]-6,8-dihydro-5H-pyrido[3,4-d]pyrimidin-4-yl]-1-(2-fluoroprop-2-enoyl)piperazin-2-yl]acetonitrile ClC=1C=CC=C2C=CC=C(C12)N1CC=2N=C(N=C(C2CC1)N1C[C@@H](N(CC1)C(C(=C)F)=O)CC#N)OC[C@H]1N(CCC1)C